ClC=1C=C(C=C(C1OCCCl)Cl)C(C)=O 1-(3,5-dichloro-4-(2-chloroethoxy)phenyl)ethan-1-one